[K].FC(C(=O)F)(C(F)(F)F)OC(F)(F)F perfluoro-2-methoxypropionyl fluoride potassium salt